OC1=C(C(=O)NC2=C(C(=O)O)C=CC=N2)C=C(C(=C1)S(=O)(=O)O)O 2-(2,5-dihydroxy-4-sulfobenzamido)nicotinic acid